5-{7-[1-(cyclopropanesulfonyl)azetidin-3-yl]-1-fluoro-3-hydroxynaphthalen-2-yl}-1λ6,2,5-thiadiazolidine-1,1,3-trione C1(CC1)S(=O)(=O)N1CC(C1)C1=CC=C2C=C(C(=C(C2=C1)F)N1CC(NS1(=O)=O)=O)O